2-fluoro-3'-methoxy-[1,1'-biphenyl]-4-carboxylic acid FC1=C(C=CC(=C1)C(=O)O)C1=CC(=CC=C1)OC